((2S)-1-methylazetidin-2-yl)methanol CN1[C@@H](CC1)CO